2-(4-benzoylphenyl)acetonitrile C(C1=CC=CC=C1)(=O)C1=CC=C(C=C1)CC#N